CN1CC(CCC1)C1=CC=2N=C(N=C(C2O1)N1CCOCC1)CC1=CC(=NN1)C1=CC=NC=C1 6-(1-methylpiperidin-3-yl)-4-morpholino-2-((3-(pyridin-4-yl)-1H-pyrazol-5-yl)methyl)furo[3,2-d]pyrimidine